4-fluoro-N-[4-fluoro-5-(2-morpholin-4-ylpyrimidin-5-yl)-2-[(3R)-3,4-dimethylpiperazin-1-yl]phenyl]-2-(trifluoromethyl)benzamide FC1=CC(=C(C(=O)NC2=C(C=C(C(=C2)C=2C=NC(=NC2)N2CCOCC2)F)N2C[C@H](N(CC2)C)C)C=C1)C(F)(F)F